3-fluoro-1-(3-fluoro-4-methoxybenzyl)-5-(2-(3-(2-fluorobenzyloxy)-3-phenylpropylsulfinyl)thieno[2,3-d]pyrimidin-4-yl)pyridin-2(1H)-one FC=1C(N(C=C(C1)C=1C2=C(N=C(N1)S(=O)CCC(C1=CC=CC=C1)OCC1=C(C=CC=C1)F)SC=C2)CC2=CC(=C(C=C2)OC)F)=O